3-(3-bromo-5-methoxyphenyl)-1H-1,2,4-triazole BrC=1C=C(C=C(C1)OC)C1=NNC=N1